C(CCC)OC(=O)N1C=C(C2=CC=CC=C12)I Butyl-3-iodo-1H-indole-1-carboxylate